C1(CC1)C1=C(C(=NO1)C1=C(C=CC=C1Cl)Cl)COC1CCN(CC1)C(=O)C1=NOC(N1)=O 3-(4-((5-cyclopropyl-3-(2,6-dichlorophenyl)isoxazol-4-yl)methoxy)piperidine-1-carbonyl)-1,2,4-oxadiazol-5(4H)-one